ClC=1C(=CC(=C(C1)S(=O)(=O)NC=1SC=CN1)F)NCCCCNC[C@H]1NCCC1 5-chloro-2-fluoro-4-[(4-{[(2S)-pyrrolidin-2-yl-methyl]amino}butyl)-amino]-N-1,3-thiazol-2-yl-benzenesulfonamide